piperidin-4-ylbenzoate N1CCC(CC1)OC(C1=CC=CC=C1)=O